C(CCC)N1C(C2=CN=CC=C2C(=C1)C1=CC=C(OC2CCN(CC2)CC2CCN(CC2)C(=O)C=2C=CC(=C(C2)N2C(NC(CC2)=O)=O)OC)C=C1)=O 1-(5-(4-((4-(4-(2-butyl-1-oxo-1,2-dihydro-2,7-naphthyridin-4-yl)phenoxy)piperidin-1-yl)methyl)piperidine-1-carbonyl)-2-methoxyphenyl)dihydropyrimidine-2,4(1H,3H)-dione